2-hydroxy-2-(2-(trifluoromethyl)pyridin-4-yl)acetic acid hydrochloride Cl.OC(C(=O)O)C1=CC(=NC=C1)C(F)(F)F